C(#N)C1=NC(=CC(=C1)B(O)O)C#N 2,6-dicyano-4-pyridineboronic acid